tert-butyl 4-(3-amino-1-methyl-1H-pyrazol-4-yl)piperidine-1-carboxylate NC1=NN(C=C1C1CCN(CC1)C(=O)OC(C)(C)C)C